(ethylenoxy) phosphate P1(=O)(OCCOO1)[O-]